Dimethyl (E)-(5-((tert-butyldiphenylsilyl)oxy)-4-methylpent-3-en-1-yl)phosphonate [Si](C1=CC=CC=C1)(C1=CC=CC=C1)(C(C)(C)C)OC/C(=C/CCP(OC)(OC)=O)/C